Phenyl N'-cyano-N-(1-methyl-1H-indazol-5-yl)carbamimidate C(#N)N=C(NC=1C=C2C=NN(C2=CC1)C)OC1=CC=CC=C1